FC1=CC=C(C=C1)N1N=CC2=C1C=C1CCN(C[C@]1(C2)C(C2=NC=CC=C2)=O)S(=O)(=O)C2=CC=C(C#N)C=C2 (R)-4-((1-(4-fluorophenyl)-4a-picolinoyl-4a,5,7,8-tetrahydro-1H-pyrazolo[3,4-g]isoquinolin-6(4H)-yl)sulfonyl)benzonitrile